NCCCN(C(OC(C)(C)C)=O)CCC1=CC=C(C=C1)OC1=CC=CC=C1 tert-butyl (3-aminopropyl)(4-phenoxyphenethyl)carbamate